BrC1=CC=2N(C=C1)C(=NN2)C(=O)NC=2C(=NC=C(C(=O)O)C2)C 5-(7-Bromo-[1,2,4]triazolo[4,3-a]pyridine-3-carboxamido)-6-methylnicotinic acid